C(C1=C(C=CC(=C1CO)CO)O)C1=C(C=CC(=C1CO)CO)O methylenebis[bis(hydroxymethyl)phenol]